[Cl-].C[N+]1(CCOCC1)C N,N-dimethylmorpholinium chloride